(4,7-dichloro-6-(4-(2-(3-(1-hydroxyethyl)azetidin-1-yl)ethyl)Phenyl)-2H-indazol-2-yl)-2-((R)-6-fluoro-6,7-dihydro-5H-pyrrolo[1,2-c]Imidazol-1-yl)acetic acid ethyl ester C(C)OC(C(C1=C2N(C=N1)C[C@@H](C2)F)N2N=C1C(=C(C=C(C1=C2)Cl)C2=CC=C(C=C2)CCN2CC(C2)C(C)O)Cl)=O